2-(2'-(4-methyl-4H-1,2,4-triazol-3-yl)-5'-(trifluoromethyl)-[1,1'-biphenyl]-3-yl)-4-(trifluoromethyl)isoindolin-1-one CN1C(=NN=C1)C1=C(C=C(C=C1)C(F)(F)F)C1=CC(=CC=C1)N1C(C2=CC=CC(=C2C1)C(F)(F)F)=O